S-(3-((tert-butyldiphenylsilyl)oxy)-2-(pyridin-3-yl)propyl) ethanethioate C(C)(SCC(CO[Si](C1=CC=CC=C1)(C1=CC=CC=C1)C(C)(C)C)C=1C=NC=CC1)=O